C[C@@]1(CNCCC1)NC(OC(C)(C)C)=O tert-butyl N-[(3R)-3-methylpiperidin-3-yl]carbamate